OC1=C2CC[C@H]3[C@@H]4CCC([C@@]4(C)CC[C@@H]3[C@]2(CCC1=O)C)=O 4-hydroxy-androstenedione